NC=1SC=C(N1)C=1N=NN(C1)[C@@H]1[C@H]([C@@H](SC2=CC(=C(C(=C2)Cl)F)Cl)O[C@@H]([C@@H]1O)CO)OC 3,5-Dichloro-4-fluorophenyl 3-[4-(2-aminothiazol-4-yl)-1H-1,2,3-triazol-1-yl]-3-deoxy-2-O-methyl-1-thio-α-D-galactopyranoside